(3S)-1-[3-[6-[3-(trifluoromethyl)azetidin-1-yl]-3-pyridinyl]azetidine-1-carbonyl]pyrrolidine-3-carboxamide tetrafluoroborate rhodium(I) [Rh+].F[B-](F)(F)F.FC(C1CN(C1)C1=CC=C(C=N1)C1CN(C1)C(=O)N1C[C@H](CC1)C(=O)N)(F)F